NC1=C(N=CO1)C(=O)OCC ethyl 5-amino-oxazole-4-carboxylate